2,6-dichloro-N-(4'-chloro-5-(pentafluorosulfanyl)biphenyl-3-yl)benzamide ClC1=C(C(=O)NC=2C=C(C=C(C2)S(F)(F)(F)(F)F)C2=CC=C(C=C2)Cl)C(=CC=C1)Cl